[2-(2,6-dioxopiperidin-3-yl)-4-methoxy-3-oxo-2,3-dihydro-1H-isoindol-5-yl]methyl N-{2-fluoro-4-[(3-fluorophenyl)methyl]phenyl}carbamate FC1=C(C=CC(=C1)CC1=CC(=CC=C1)F)NC(OCC=1C(=C2C(N(CC2=CC1)C1C(NC(CC1)=O)=O)=O)OC)=O